The molecule is a member of the class of 4-pyranones that is 2-methoxy-3,5-dimethylpyran-4-one which is substituted at position 6 by a [(3E,5E,7E,9E)-3,5,7,9-tetramethyl-10-(4-nitrophenyl)deca-3,5,7,9-tetraen-1-yl] group. The immediate precursor of the Streptomyces spectabilis metabolite spectinabilin. It has a role as a bacterial metabolite. It is a member of 4-pyranones, a C-nitro compound, a polyketide and a ketene acetal. CC1=C(OC(=C(C1=O)C)OC)CC/C(=C/C(=C/C(=C/C(=C/C2=CC=C(C=C2)[N+](=O)[O-])/C)/C)/C)/C